3-methylene(benzyl)azetidine C=C1CN(C1)CC1=CC=CC=C1